2-fluoro-6-(3,5-dimethoxyanilino)-9-(tetrahydrofuran-2-yl)-9H-purine FC1=NC(=C2N=CN(C2=N1)C1OCCC1)NC1=CC(=CC(=C1)OC)OC